((2R,3R,4R,5R)-5-(6-benzoylamino-9H-purin-9-yl)-3-(bis(4-methoxyphenyl) (phenyl) methoxy)-4-fluorotetrahydrofuran-2-yl) methyl phosphite P(O[C@H]1O[C@H]([C@@H]([C@@H]1OC(C1=CC=CC=C1)(C1=CC=C(C=C1)OC)C1=CC=C(C=C1)OC)F)N1C2=NC=NC(=C2N=C1)NC(C1=CC=CC=C1)=O)(OC)[O-]